O=C1C=CC=2C(=NC(=CC2)C(F)(F)F)N1 2-oxo-7-(trifluoromethyl)pyrido[2,3-b]pyridine